C12CN(CC2NC1)C=1C2=C(N=C(N1)OCC13CCCN3CCC1)C(=C(N=C2)C2=CC(=CC1=CC=CC(=C21)C#C)O)F 4-(4-(3,6-diazabicyclo[3.2.0]heptan-3-yl)-8-fluoro-2-((tetrahydro-1H-pyrrolizin-7a(5H)-yl)methoxy)pyrido[4,3-d]pyrimidin-7-yl)-5-ethynylnaphthalen-2-ol